Ethyl 2-{[(1,2,3,5,6,7-hexahydro-s-indacen-4-yl)carbamoyl]oxy}-3-(pyridin-3-yl)propanoate C1CCC2=C(C=3CCCC3C=C12)NC(=O)OC(C(=O)OCC)CC=1C=NC=CC1